N-[(1s,4s)-4-{[4-cyano-3-(trifluoromethyl)phenyl]amino}cyclohexyl]imidazo[1,2-a]pyridine-6-carboxamide C(#N)C1=C(C=C(C=C1)NC1CCC(CC1)NC(=O)C=1C=CC=2N(C1)C=CN2)C(F)(F)F